ClC1=C(C(=NC=N1)NC(=O)[C@@H]1[C@H](C1)C1=NC=CC(=N1)C)F |r| rac-(1S*,2S*)-N-(6-chloro-5-fluoropyrimidin-4-yl)-2-(4-methylpyrimidin-2-yl)cyclopropane-1-carboxamide